ClC1=CC(=NC=C1)N1C=C(C2=C1N=CN=C2N2[C@H](CN(CC2)C(C(C)C)=O)C)N2CCCC2 (S)-1-(4-(7-(4-chloropyridin-2-yl)-5-(pyrrolidin-1-yl)-7H-pyrrolo[2,3-d]pyrimidin-4-yl)-3-methylpiperazin-1-yl)-2-methylpropan-1-one